CN1N=C(C(=C1)[C@@H]1CN(C[C@@H](O1)C)C1=NC=CC(=N1)C1=CN=C2N1C=C(C=C2)C(F)(F)F)C (2R,6S)-2-(1,3-dimethyl-1H-pyrazol-4-yl)-6-methyl-4-(4-(6-(trifluoromethyl)imidazo[1,2-a]pyridin-3-yl)pyrimidin-2-yl)morpholine